1-((3-aminopyridin-4-yl)methyl)-4-(3,4,5-trifluorophenyl)pyrrolidin-2-one NC=1C=NC=CC1CN1C(CC(C1)C1=CC(=C(C(=C1)F)F)F)=O